[N+](=O)([O-])C=1C=C(C(=O)O)C=CC1Cl 3-Nitro-4-chlorobenzoic acid